COC1=C(CCN2CCC(CC2)OC2CCN(CC2)C(COC2=CC=C(C=C2)N2C(NC(CC2)=O)=O)=O)C(=CC(=C1)C1=CN(C(C2=CN=CC=C12)=O)C)OC 1-(4-(2-(4-((1-(2,6-Dimethoxy-4-(2-methyl-1-oxo-1,2-dihydro-2,7-naphthyridin-4-yl)phenethyl)piperidin-4-yl)oxy)piperidin-1-yl)-2-oxoethoxy)phenyl)dihydropyrimidine-2,4(1H,3H)-dione